BrC=1C(=NC(=NC1)NC1=CC=C2C=NN(C2=C1)C)NC1=C(C(=CC=C1)F)CS(=O)(=O)N (2-((5-bromo-2-((1-methyl-1H-indazol-6-yl)amino)pyrimidin-4-yl)amino)-6-fluorophenyl)methylsulfonamide